5-[16-(4-tert-butylphenyl)-12-ethyl-8,11,13,14,16-pentaazatetracyclo[8.6.0.02,7.011,15]Hexadec-1(10),2,4,6,8,12,14-heptaen-4-yl]-N-methylpyridin-2-amine C(C)(C)(C)C1=CC=C(C=C1)N1C2=NN=C(N2C=2C=NC3=CC=C(C=C3C12)C=1C=CC(=NC1)NC)CC